C(C)(C)(C)C1N2C(C3=CC(=C(C=C3C1)OCCCOC)Cl)=CC(C(=C2)N2C(CCC2=O)=O)=O 1-(6-(tert-butyl)-10-chloro-9-(3-methoxypropoxy)-2-oxo-6,7-dihydro-2H-pyrido[2,1-a]isoquinolin-3-yl)pyrrolidine-2,5-dione